C1(=C(C(=CC(=C1)C)C)B(C1=C(C(=C(C(=C1F)F)F)F)F)C1=C(C(=C(C(=C1F)F)F)F)F)C mesitylbis-(perfluoro-phenyl)borane